N-[Tetrahydropyran-4-yl]4-[4-(4-pyridyl)-benzyl]-pyrrolo[1,2-b]pyridazine-2-carboxamide O1CCC(CC1)NC(=O)C=1C=C(C=2N(N1)C=CC2)CC2=CC=C(C=C2)C2=CC=NC=C2